C(C)(C)(C)C1=C(C=C(C=C1)N1C(C2=CC=CC=C2[C@@H]([C@H]1C1=CC2=C(OCCO2)C=C1)C(=O)N(C)C)=O)Cl |r| (3S,4S) and (3R,4R)-2-(4-tert-butyl-3-chlorophenyl)-3-(2,3-dihydro-1,4-benzodioxin-6-yl)-N,N-dimethyl-1-oxo-1,2,3,4-tetrahydroisoquinoline-4-carboxamide